4-bromo-6,6-difluoro-5-methoxy-1-(tetrahydro-2H-pyran-2-yl)-1,5,6,7-tetrahydrocyclopenta[f]indazole BrC1=C2C=NN(C2=CC2=C1C(C(C2)(F)F)OC)C2OCCCC2